3-((3,5-difluoro-4-(hexadecyloxy)phenyl)sulfonyl)-4-(4-(4-ethylpiperazin-1-yl)-[1,4'-bipiperidin]-1'-yl)-6-(methylsulfinyl)quinoline FC=1C=C(C=C(C1OCCCCCCCCCCCCCCCC)F)S(=O)(=O)C=1C=NC2=CC=C(C=C2C1N1CCC(CC1)N1CCC(CC1)N1CCN(CC1)CC)S(=O)C